propyl 4-methyl-2-(3-(3-methyl-5-(5-methyl-1,2,4-oxadiazol-3-yl)benzamido)propanamido)thiazole-5-carboxylate CC=1N=C(SC1C(=O)OCCC)NC(CCNC(C1=CC(=CC(=C1)C1=NOC(=N1)C)C)=O)=O